C1(CC1)C(N1N=CC(=C1)C1=CN=CC(=N1)C1=CC=2N(C=C1)N=C(N2)N2C(=CC=C2C)C)C2=CC=C(C=C2)F 7-(6-(1-(cyclopropyl(4-fluorophenyl)methyl)-1H-pyrazol-4-yl)pyrazin-2-yl)-2-(2,5-dimethyl-1H-pyrrol-1-yl)-[1,2,4]triazolo[1,5-a]pyridine